CC1=C(C(=C(C1([Rh](Cl)Cl)C)C)C)C Pentamethylcyclopentadienyl-rhodium (III) chloride